NC1=NC=C(C=C1O[C@H](C)C=1C=CC(=C(C1)NC(C1=CC(=CC=C1)S(=O)(=O)C)=O)F)Cl (R)-N-(5-(1-((2-Amino-5-chloropyridin-3-yl)oxy)ethyl)-2-fluorophenyl)-3-(methylsulfonyl)benzamid